Z-9-tetradecen-1-yl acetate C(C)(=O)OCCCCCCCC\C=C/CCCC